C(C)(C)(C)OC(N(C)C1=CC=C(C2=CC=C(C=C12)OC)C(NC)=O)=O.C(CCCCCCCCCCCCCCC)[Si](OC)(OC)C cetyl-methyldimethoxysilane Tert-butyl-N-[7-methoxy-4-(methylcarbamoyl)-1-naphthyl]-N-methyl-carbamate